7(8H)-pteridone N1=CN=CC=2N=CC(NC12)=O